COC1=CC=C(OCCOCCOC2=CC=C(C=C2)OC)C=C1 bis[2-(4-methoxyphenoxy)ethyl] ether